N-(6-(2-hydroxypropan-2-yl)-2-(piperidin-4-yl)-2H-indazol-5-yl)-6-(trifluoromethyl)pyridinecarboxamide OC(C)(C)C=1C(=CC2=CN(N=C2C1)C1CCNCC1)NC(=O)C1=NC(=CC=C1)C(F)(F)F